1,5-Anhydro-galactitol C1[C@H](O)[C@@H](O)[C@@H](O)[C@H](O1)CO